1-(4-(trifluoromethyl)phenyl)thiourea FC(C1=CC=C(C=C1)NC(=S)N)(F)F